9-bromo-5,7-dichloro-6-isopropyl-1H-pyrazolo[4,3-g]Quinoline BrC=1C2=C(C=C3C(=C(C(=NC13)Cl)C(C)C)Cl)C=NN2